6-Methoxy-1-methyl-2-(6-trifluoromethoxy-benzothiazol-2-ylamino)-1H-benzoimidazole-5-carboxylic acid dimethylcarbamoyl-methyl-amide CN(C(=O)N(C(=O)C1=CC2=C(N(C(=N2)NC=2SC3=C(N2)C=CC(=C3)OC(F)(F)F)C)C=C1OC)C)C